N-{3-fluoro-4-[6-methoxy-7-(3-morpholinopropoxy)quinolin-4-yloxy]phenyl}-3-oxo-4-(4-bromophenyl)-3,4-dihydropyrazine-2-carboxamide FC=1C=C(C=CC1OC1=CC=NC2=CC(=C(C=C12)OC)OCCCN1CCOCC1)NC(=O)C1=NC=CN(C1=O)C1=CC=C(C=C1)Br